N-(2,4-dimethoxybenzyl)-6-fluoro-8-(3-methoxy-2,6-dimethylphenyl)pyrido[3,4-d]pyrimidin-4-amine COC1=C(CNC=2C3=C(N=CN2)C(=NC(=C3)F)C3=C(C(=CC=C3C)OC)C)C=CC(=C1)OC